Bicyclo[5.2.0]nonane C12CCCCCC2CC1